2-hydroxy-4-(3,7-dihydroxy-5-methoxy-4-oxo-4H-chromen-2-yl)phenolate OC1=C(C=CC(=C1)C=1OC2=CC(=CC(=C2C(C1O)=O)OC)O)[O-]